C(C)(=O)C1=C(C=NN1C)C(=O)OCC ethyl 5-acetyl-1-methyl-1H-pyrazole-4-carboxylate